CC1=C(C(=O)O)C=C(C=C1)N1C[C@H]2CC[C@@H](C1)N2C 2-methyl-5-[(1r,5s)-8-methyl-3,8-diazabicyclo[3.2.1]oct-3-yl]benzoic acid